C(CC)C=1C=CC(=NC1)C12CC(C1)(C2)NC(=O)C2C(C2)C2=NC=CC=C2 N-(3-(5-propylpyridin-2-yl)bicyclo[1.1.1]pentan-1-yl)-2-(pyridin-2-yl)cyclopropane-1-carboxamide